4-(3-amino-1-(4-(1,1-dioxidothio-morpholino)phenyl)-1H-pyrazol-5-yl)-2-fluorobenzonitrile NC1=NN(C(=C1)C1=CC(=C(C#N)C=C1)F)C1=CC=C(C=C1)N1CCS(CC1)(=O)=O